(6E)-6-[(6-chloro-2-methyl-2H-indazol-5-yl)imino]dihydro-3-[(1-methyl-1H-1,2,4-triazole-3-yl)methyl]-1-[(2,4,5-trifluorophenyl)methyl]-1,3,5-triazine-2,4(1H,3H)-dione ClC=1C(=CC2=CN(N=C2C1)C)\N=C\1/NC(N(C(N1CC1=C(C=C(C(=C1)F)F)F)=O)CC1=NN(C=N1)C)=O